tert-butyl 4-[2-(2,6-dioxopiperidin-3-yl)-4-fluoro-1-oxo-3H-isoindol-5-yl]-3,6-dihydro-2H-pyridine-1-carboxylate O=C1NC(CCC1N1C(C2=CC=C(C(=C2C1)F)C=1CCN(CC1)C(=O)OC(C)(C)C)=O)=O